salicylidene ethylenediamine 14-((2-(2,6-dioxopiperidin-3-yl)-1,3-dioxoisoindolin-4-yl)amino)-3,6,9,12-tetraoxatetradecyl 4-methylbenzenesulfonate CC1=CC=C(C=C1)S(=O)(=O)OCCOCCOCCOCCOCCNC1=C2C(N(C(C2=CC=C1)=O)C1C(NC(CC1)=O)=O)=O.C(C=1C(O)=CC=CC1)=NCCN